3,3-difluoro-1,1,1-trifluoropropane FC(CC(F)(F)F)F